FC1=CC(=C2CCN(C2=C1)C=1C=C(C=2N(N1)C(=CN2)C(=O)N[C@H]2[C@H](C2)F)NC)C2=NC=C(C=C2F)C=O 6-[6-fluoro-4-(3-fluoro-5-formylpyridin-2-yl)-2,3-dihydroindol-1-yl]-N-[(1R,2S)-2-fluorocyclopropyl]-8-(methylamino)imidazo[1,2-b]pyridazine-3-carboxamide